O=C1NC(CCC1N1C(C2=CC=C(C=C2C1=O)N1CCN(CC1)CCOCC(=O)NC)=O)=O 2-(2-(4-(2-(2,6-dioxopiperidin-3-yl)-1,3-dioxoisoindol-5-yl)piperazin-1-yl)ethoxy)-N-methylacetamide